The molecule is a monocarboxylic acid that is a propionic acid derivative having a 4,5-diphenyl-1,3-oxazol-2-yl substituent at position 3. It is non-steroidal anti-inflammatory drug commonly used to relieve the pain and inflammatory responses associated with osteoarthritis and rheumatoid arthritis. It has a role as a non-steroidal anti-inflammatory drug and an analgesic. It is a member of 1,3-oxazoles and a monocarboxylic acid. It derives from a propionic acid. C1=CC=C(C=C1)C2=C(OC(=N2)CCC(=O)O)C3=CC=CC=C3